CC1(OB(OC1(C)C)C1=CC=NN1)C 5-(4,4,5,5-tetrakisMethyl-1,3,2-dioxaborolan-2-yl)-1H-pyrazole